N-(2-chloro-4,5-difluorophenyl)acetamide ClC1=C(C=C(C(=C1)F)F)NC(C)=O